(2R,3R,4S,5R,6R)-4-(4-(4-chloro-3,5-difluorophenyl)-1H-1,2,3-triazol-1-yl)-3,5-dihydroxy-6-(hydroxymethyl)tetrahydro-2H-pyran-2-carboxylic acid ClC1=C(C=C(C=C1F)C=1N=NN(C1)[C@@H]1[C@H]([C@@H](O[C@@H]([C@@H]1O)CO)C(=O)O)O)F